6-chloro-7-methylsulfanyl-1H-indole ClC1=CC=C2C=CNC2=C1SC